3-(4-chloro-3-(methoxymethyl)phenyl)-6-(methoxymethyl)pyridazine ClC1=C(C=C(C=C1)C=1N=NC(=CC1)COC)COC